1-(6-hydroxy-4-(piperidine-1-carbonyl)quinoline-2-carbonyl)-4-(1H-pyrazol-1-yl)piperidine-4-carbonitrile OC=1C=C2C(=CC(=NC2=CC1)C(=O)N1CCC(CC1)(C#N)N1N=CC=C1)C(=O)N1CCCCC1